2-(hydroxymethyl)-3-methyl-5-(2-methyl-4-(6-(trifluoromethyl)-quinazolin-2-yl)phenyl)-6,7-dihydropyrazolo[1,5-a]pyrazin-4(5H)-one OCC1=NN2C(C(N(CC2)C2=C(C=C(C=C2)C2=NC3=CC=C(C=C3C=N2)C(F)(F)F)C)=O)=C1C